COC1=CC=C(C=C1)C(OC[C@]1(O[C@H](CNC1)N1C(NC(C=C1)=O)=O)CO[Si](C(C)C)(C(C)C)C(C)C)(C1=CC=CC=C1)C1=CC=C(C=C1)OC 1-[(2R,6S)-6-[[bis(4-methoxyphenyl)-phenyl-methoxy]methyl]-6-(triisopropylsilyloxy-methyl)morpholin-2-yl]pyrimidine-2,4-dione